(3S)-N-((4-chlorophenyl)(4-isopropylphenyl)methyl)-5-oxopyrrolidine-3-carboxamide ClC1=CC=C(C=C1)C(NC(=O)[C@@H]1CNC(C1)=O)C1=CC=C(C=C1)C(C)C